OC(CO)C1CN(C1)C1=C2C(=NC=C1)N(N=C2C2CN(C2)C(=O)OC(C)(C)C)C2=CC=C(C=C2)OC(F)(F)F tert-butyl 3-(4-(3-(1,2-dihydroxyethyl)azetidin-1-yl)-1-(4-(trifluoromethoxy)phenyl)-1H-pyrazolo[3,4-b]pyridin-3-yl)azetidine-1-carboxylate